1-(3-chloro-4-(trifluoromethoxy)phenyl)-2-((triisopropylsilyl)ethynyl)-1H-benzo[d]imidazole-6-carboxylic acid ClC=1C=C(C=CC1OC(F)(F)F)N1C(=NC2=C1C=C(C=C2)C(=O)O)C#C[Si](C(C)C)(C(C)C)C(C)C